CN(C)CCNC(C=C)=O N-(dimethylaminoethyl)acrylamide